OC1(CC(C1)O)C1=CC=C(C=C1)N1CC=2C(=NC=CC2C1=O)C1=C(C=CC=C1)OCC(F)(F)F 2-[4-(1,3-dihydroxycyclobutyl)phenyl]-4-[2-(2,2,2-trifluoroethoxy)phenyl]-2,3-dihydro-1H-pyrrolo[3,4-c]pyridin-1-one